(4-(tert-butyl)phenyl)propanal C(C)(C)(C)C1=CC=C(C=C1)C(C=O)C